phosphorus di(4-fluorophenyl) oxide FC1=CC=C(C=C1)OC1=CC=C(C=C1)F.[P]